ClC=1C=NC=C(C1C(C)OC=1C=C2C(=NNC2=CC1)C=1C=NC(=CC1)C=1C=NN(C1)C)Cl 5-(1-(3,5-dichloropyridin-4-yl)ethoxy)-3-(6-(1-methyl-1H-pyrazol-4-yl)pyridin-3-yl)-1H-indazole